2-bromo-8-(2-cyclopentylethyl)anthra[1,2-b:5,6-b']dithiophene BrC1=CC2=C(S1)C1=CC=3C=CC4=C(SC(=C4)CCC4CCCC4)C3C=C1C=C2